CC=1C=C2CCC(C2=CC1)N 5-methyl-2,3-dihydro-1H-inden-1-amine